[Cl-].ClC(=[N+]1CCCC1)Cl 1-(dichloromethylene)pyrrolidinium chloride